C(C)(C)(C)OC(=O)N1CCC2(CC1)OC1=CC(=C(C=C1CC2(F)F)C(=O)O)C(=O)O 1'-(tert-butoxycarbonyl)-3,3-difluorospiro[chromane-2,4'-piperidine]-6,7-dicarboxylic Acid